8-fluoro-4-propyl-1-thioxo-2,4-dihydrobenzofuro[2,3-e][1,2,4]triazolo[4,3-a]pyrimidin-5(1H)-one FC1=CC2=C(C=C1)C1=C(C(N(C=3N1C(NN3)=S)CCC)=O)O2